2,5,6-Trifluoropyridin-3-amine FC1=NC(=C(C=C1N)F)F